8-bromo-1,2,3,4-tetrahydro-9-aminoacridine-3-d BrC=1C=CC=C2N=C3CC(CCC3=C(C12)N)[2H]